Biphenyl-4-carboxylic acid {2-[4-(2-bromo-phenylamino)-piperidin-1-yl]-2-oxo-ethyl}-amide BrC1=C(C=CC=C1)NC1CCN(CC1)C(CNC(=O)C1=CC=C(C=C1)C1=CC=CC=C1)=O